O1CCN(CC1)C=1N=CC2=C(N1)SC=C2C2=CC=CC=C2 2-Morpholino-5-phenylthieno[2,3-d]pyrimidin